C(C1=CC=CC=C1)OC1=CC=C2C(=C(COC2=C1)Br)C1=CC(=C(C=C1)N1CCC(CC1)C(OC)OC)F 1-(4-(7-(benzyloxy)-3-bromo-2H-chromen-4-yl)-2-fluorophenyl)-4-(dimethoxymethyl)piperidine